C(C)OC(\C=C\C(\C1=CC(=CC=C1)[N+](=O)[O-])=N/OC(C)=O)=O (2E,4E)-4-(acetoxyimino)-4-(m-nitrophenyl)but-2-enoic acid ethyl ester